ClC=1C(=CC(=C2C=CC=NC12)C1(CC1)NC(C1=C(C=CC(=C1)OCC1N(CC1)C)C)=O)C1=CN=C(S1)C N-(1-(8-Chloro-7-(2-methylthiazol-5-yl)quinolin-5-yl)cyclopropyl)-2-methyl-5-((1-methylazetidin-2-yl)methoxy)benzamide